6,7-dihydro-5H-pyrazolo[5,1-b][1,3]oxazine-3-carboxylate N1=CC(=C2OCCCN21)C(=O)[O-]